(R)-N2-(1-(7-aminoheptyl)piperidin-3-yl)-5-chloro-N4-(2-(isopropylsulfonyl)phenyl)pyrimidine-2,4-diamine NCCCCCCCN1C[C@@H](CCC1)NC1=NC=C(C(=N1)NC1=C(C=CC=C1)S(=O)(=O)C(C)C)Cl